FC=1C=C(C=CC1)N1N=CN=C1CN(C=1C2=C(N=C(N1)C1=NC=CC(=C1)OCCO)CCC2)C 2-({2-[4-({[1-(3-fluorophenyl)-1H-1,2,4-triazol-5-yl]methyl}(methyl)amino)-5H,6H,7H-cyclopenta[d]pyrimidin-2-yl]pyridin-4-yl}oxy)ethan-1-ol